COC1(CCCC1)OC1=C(C(=CC(=C1)CCCCC)OC1(CCCC1)OC)C1=CC(=CC=C1)C 2,6-bis((1-methoxycyclopentyl)oxy)-3'-methyl-4-pentyl-1,1'-biphenyl